ClC1=CN=C2C(=N1)SC(=C2)C(=O)NC=2C=C(C=1N(C2)C=C(N1)C)F 3-chloro-N-(8-fluoro-2-methyl-imidazo[1,2-a]pyridin-6-yl)thieno[2,3-b]pyrazine-6-carboxamide